7,7-dimethyl-2-(2,6-diazaspiro[3.4]octan-6-yl)-7,8-dihydro-5H-pyrano[4,3-b]pyridine-3-carbonitrile HCl Cl.CC1(CC2=NC(=C(C=C2CO1)C#N)N1CC2(CNC2)CC1)C